N1C(=CC2=CC=CC=C12)C(=O)N1CC2=C(CC1)N=C(S2)NC2COCCC2O (±)-3-{[5-(1H-indole-2-carbonyl)-4H,5H,6H,7H-[1,3]thiazolo[5,4-c]pyridin-2-yl]amino}oxan-4-ol